2-cyclohexyl-2-(3,3-dichlorobutyl)-1,3-dimethoxypropane C1(CCCCC1)C(COC)(COC)CCC(C)(Cl)Cl